P(OC(C)(C)C)(OCC1=CC=C(C=C1)O)=O tert-butyl 4-hydroxy-benzyl phosphonate